2-[(tert-butoxycarbonyl)amino]propanoate C(C)(C)(C)OC(=O)NC(C(=O)[O-])C